({6-[(1,3-benzothiazol-2-yl)amino]-4-methyl-5-(propan-2-yl)pyridazin-3-yl}amino)-1,3-thiazole-4-carboxylic acid S1C(=NC2=C1C=CC=C2)NC2=C(C(=C(N=N2)NC=2SC=C(N2)C(=O)O)C)C(C)C